C[C@@H](CC)NC(O[C@H]1C[C@H](CC1)C1=CC(=NN1)NC(CC=1C(=NOC1C)C)=O)=O (1R,3S)-3-(3-{[(3,5-dimethyl-1,2-oxazol-4-yl)-acetyl]amino}-1H-pyrazol-5-yl)cyclopentyl (2S)-butan-2-ylcarbamate